(R)-N-(3-(5-chloro-2-((2-fluoro-3-(methylsulfonyl)phenyl)amino)pyrimidin-4-yl)-1H-indol-7-yl)-2-(4-methylpiperazin-1-yl)propanamide ClC=1C(=NC(=NC1)NC1=C(C(=CC=C1)S(=O)(=O)C)F)C1=CNC2=C(C=CC=C12)NC([C@@H](C)N1CCN(CC1)C)=O